Methyl 3-amino-6-(3-chloro-6-(difluoromethyl)-2-fluorophenyl)pyrazine-2-carboxylate NC=1C(=NC(=CN1)C1=C(C(=CC=C1C(F)F)Cl)F)C(=O)OC